2-bromo-1-(1-cyclopropyl-1H-pyrazol-4-yl)ethan-1-one BrCC(=O)C=1C=NN(C1)C1CC1